C(C)(SCCCC1=C(C(=C(C(=C1F)F)OCC1=CC=C(C=C1)OC)F)F)=O S-(3-(2,3,5,6-tetrafluoro-4-((4-methoxybenzyl)oxy)phenyl)propyl) ethanethioate